6,7-Dihydro-5H-pyrrolo[1,2-c]imidazol-6-yl(8-amino-7-fluoro-6-(4-methyl-5,6,7,8-tetrahydro-1,5-naphthyridin-3-yl)isoquinolin-3-yl)carbamate C1=C2N(C=N1)CC(C2)OC(NC=2N=CC1=C(C(=C(C=C1C2)C=2C=NC=1CCCNC1C2C)F)N)=O